OC1=CC(C(OC1(C)C)(C)C)=O 5-hydroxy-2,2,6,6-tetramethyl-2H-pyran-3(6H)-one